C(C)(C)(C)C1=CC=C(C=C1)C=1C=2N(C3=CC=C(C=C3N1)C(=O)NS(=O)(=O)C1CC1)C=CC2 4-(4-(tert-butyl)phenyl)-N-(cyclopropylsulfonyl)pyrrolo[1,2-a]quinoxaline-7-carboxamide